C(C)[N+]1(CCSCC1)CC 4,4-diethyl-Thiomorpholinium